C(C1=CC=CC=C1)NC(=O)[C@@H]1N(CCC1)C=1SC2=C(N=C(N=C2N(C)C)C)N1 (R)-N-benzyl-1-[7-(N,N-dimethylamino)-5-methyl[1,3]thiazolo[4,5-d]pyrimidin-2-yl]pyrrolidine-2-carboxamide